methylsulfonyl-1,2,4-oxadiazole CS(=O)(=O)C1=NOC=N1